COC(=O)C1=CC=NC2=CC=C(C=C12)N1CC(C1)(C)CC(F)F 6-(3-(2,2-difluoroethyl)-3-methylazetidin-1-yl)quinoline-4-carboxylic acid methyl ester